(2S,3S)-3-((2-(2-chloro-5H-pyrrolo[2,3-b]pyrazin-7-yl)-7-(1,3-difluoropropan-2-yl)-7H-pyrrolo[2,3-d]pyrimidin-4-yl)amino)bicyclo[2.2.2]octane-2-carboxylic acid ClC=1N=C2C(=NC1)NC=C2C=2N=C(C1=C(N2)N(C=C1)C(CF)CF)N[C@@H]1[C@H](C2CCC1CC2)C(=O)O